CN1N=C(C2=CC=C(C=C12)N1CCN(CC1)CC1CCNCC1)C1C(NC(CC1)=O)=O 3-[1-methyl-6-[4-(4-piperidylmethyl)piperazin-1-yl]indazol-3-yl]piperidine-2,6-dione